1-(Oxan-4-yl)-5-[6-(propan-2-ylamino)pyridin-3-yl]-N-[(3S)-9-fluoro-2-oxo-5-phenyl-1,3-dihydro-1,4-benzodiazepin-3-yl]pyrazole-4-carboxamide O1CCC(CC1)N1N=CC(=C1C=1C=NC(=CC1)NC(C)C)C(=O)N[C@@H]1C(NC2=C(C(=N1)C1=CC=CC=C1)C=CC=C2F)=O